(1S,3R,5R)-1-(1-ethoxyethyl)-N-(3-(5-fluoropyrimidin-2-yl)-4-methylphenyl)-3-methyl-6-azabicyclo[3.1.1]heptane-6-carboxamide C(C)OC(C)[C@@]12C[C@@H](C[C@@H](N1C(=O)NC1=CC(=C(C=C1)C)C1=NC=C(C=N1)F)C2)C